[Li].C1(CCCC1)N cyclopentylamine lithium salt